FC(C1=CC=C(C(=N1)OC)[C@@H]1[C@@H](O[C@@]([C@@H]1C)(C(F)(F)F)C)C(=O)NC1=CC(=NC=C1)C(=O)N)F |&1:13| (2R,3R,4R,SR)-4-[[3-[6-(difluoromethyl)-2-methoxy-3-pyridyl]-4,5-dimethyl-5-(trifluoromethyl)tetrahydrofuran-2-carbonyl]amino]pyridine-2-carboxamide